ClC=1C=C(C=CC1F)NC1=NC=NC2=CC(=C(C=C12)OCCCN1CCC(CC1)CN1CCN(CC1)C=1C=C2C(N(C(C2=CC1F)=O)C1C(NC(CC1)=O)=O)=O)OC 5-(4-((1-(3-((4-((3-chloro-4-fluorophenyl)amino)-7-methoxyquinazolin-6-yl)oxy)propyl)piperidin-4-yl)methyl)piperazin-1-yl)-2-(2,6-dioxopiperidin-3-yl)-6-fluoroisoindoline-1,3-dione